FC1=C(C(=CC2=CC=CC=C12)O)C1=CC=NN1 4-fluoro-3-(1H-pyrazol-5-yl)-2-naphthol